2-n-octylthio-4,6-bis(4'-hydroxy-3,5-di-tert-butylphenoxy)-1,3,5-triazine C(CCCCCCC)SC1=NC(=NC(=N1)OC1=CC(=C(C(=C1)C(C)(C)C)O)C(C)(C)C)OC1=CC(=C(C(=C1)C(C)(C)C)O)C(C)(C)C